N[C@@H](CC(C)C)C(=O)N L-leucine amide